CC=1N=C(SC1C)NC(CC1=CC(=C(OC2=NC=CC=C2C(=O)N)C=C1)F)=O 2-(4-(2-((4,5-dimethylthiazol-2-yl)amino)-2-oxoethyl)-2-fluorophenoxy)pyridine-3-carboxamide